C(C=C)SP(=S)(OCC=C)[O-].[Zn+] Zinc diallyldithiophosphate